2-(3-((8S,8aR)-8-(methoxymethyl)-3-oxohexahydroimidazo[1,5-a]pyrazin-2(3H)-yl)bicyclo[1.1.1]pentane-1-yl)acetic acid COC[C@@H]1[C@@H]2N(CCN1)C(N(C2)C21CC(C2)(C1)CC(=O)O)=O